(E)-3-fluoro-2-hydroxy-5-(4-(pyrrolidin-1-yl)styryl)benzaldehyde FC=1C(=C(C=O)C=C(C1)\C=C\C1=CC=C(C=C1)N1CCCC1)O